4-(3-((2-((2-ethyl-4-(4-methylpiperazin-1-yl)phenyl)amino)-5-(trifluoromethyl)pyrimidin-4-yl)amino)propyl)-1,4-oxazepan-5-one C(C)C1=C(C=CC(=C1)N1CCN(CC1)C)NC1=NC=C(C(=N1)NCCCN1CCOCCC1=O)C(F)(F)F